(S)-2-((((9H-fluoren-9-yl)methoxy)carbonyl)amino)-3-(6-((1-methylpiperidin-4-yl)oxy)pyridin-3-yl)propanoic acid, dihydrochloride Cl.Cl.C1=CC=CC=2C3=CC=CC=C3C(C12)COC(=O)N[C@H](C(=O)O)CC=1C=NC(=CC1)OC1CCN(CC1)C